ClC=1C=CC=C2CC[C@](C12)(C(NC1CC(C1)(F)F)=O)N(C(=O)[C@H]1N(C(OC1)=O)C1=NC=CC(=N1)C#N)C1=CC(=CC=C1)F (S)-N-((S)-7-chloro-1-((3,3-difluorocyclobutyl)carbamoyl)-2,3-dihydro-1H-inden-1-yl)-3-(4-cyanopyrimidin-2-yl)-N-(3-fluorophenyl)-2-oxooxazolidine-4-carboxamide